2-imidazoleethanol N1C(=NC=C1)CCO